tert-butyl (1-(2,4-dimethoxybenzyl)-4,4-dimethyl-6-oxotetrahydropyrimidin-2(1H)-ylidene)carbamate COC1=C(CN2C(NC(CC2=O)(C)C)=NC(OC(C)(C)C)=O)C=CC(=C1)OC